tert-butyl (2S)-2-(cyanomethyl)-4-[2-[[(2S)-1-methylpyrrolidin-2-yl]methoxy]-2'-oxo-spiro[6,8-dihydro-5H-quinazoline-7,3'-indoline]-4-yl]piperazine-1-carboxylate C(#N)C[C@@H]1N(CCN(C1)C1=NC(=NC=2CC3(C(NC4=CC=CC=C34)=O)CCC12)OC[C@H]1N(CCC1)C)C(=O)OC(C)(C)C